CC(C)=CCC[C@@H](C)[C@H]1CC[C@H]2C3=CCC4CC(CC[C@]4(C)[C@H]3CC[C@]12C)O cholesta-7,24-dien-3-ol